NC1=NC=C(C(=N1)C1=C(C=C2C(=NC=NC2=C1)N1CCN(CC1)C(C=C)=O)Cl)C 1-(4-(7-(2-amino-5-methylpyrimidin-4-yl)-6-chloroquinazolin-4-yl)piperazin-1-yl)prop-2-en-1-one